(R)-3-(1-methylpiperidin-4-yl)-N-(6-((R)-3-phenylisoxazolidin-2-yl)pyrimidin-4-yl)-1,2,3,4,4a,5-hexahydrobenzo[b]pyrazino[1,2-d][1,4]oxazin-8-amine CN1CCC(CC1)N1C[C@H]2N(C3=C(OC2)C=C(C=C3)NC3=NC=NC(=C3)N3OCC[C@@H]3C3=CC=CC=C3)CC1